6-chloro-8-pyrrolidin-1-yl-imidazo[1,2-b]pyridazine ClC=1C=C(C=2N(N1)C=CN2)N2CCCC2